NC1=NC=NN2C1=CC=C2[C@]2([C@@H]([C@@H]([C@H](O2)COP(=O)(OC2=C(C=CC(=C2)C)C(C)C)N[C@@H](C)C(=O)OCC(CC)CC)O)O)C#N 2-Ethylbutyl ((((2R,3S,4R,5R)-5-(4-aminopyrrolo[2,1-f][1,2,4]triazin-7-yl)-5-cyano-3,4-dihydroxytetrahydrofuran-2-yl)methoxy)(2-isopropyl-5-methylphenoxy)phosphoryl)-L-alaninate